CC1CCC(CC1)NC(=O)C1CCN(CC1)C(=O)C=1C=C(N(N1)C1OCCCC1)B(O)O 5-[4-[(4-methylcyclohexyl)carbamoyl]piperidine-1-carbonyl]-2-(oxan-2-yl)pyrazol-3-ylboronic acid